rel-(2R,3S,4S,5R)-4-({[3-(3,4-difluoro-2-methoxyphenyl)-4,5-dimethyl-5-(Trifluoromethyl)tetrahydrofuran-2-yl]carbonyl}amino)pyridine-2-carboxylic acid methyl ester COC(=O)C1=NC=CC(=C1)NC(=O)[C@@H]1O[C@]([C@H]([C@H]1C1=C(C(=C(C=C1)F)F)OC)C)(C(F)(F)F)C |o1:13,15,16,17|